3-bromo-2-(hydroxymethyl)-N-[3-(cis-trifluoromethoxy)cyclobutyl]pyrazolo[1,5-a]pyrimidine-7-carboxamide BrC=1C(=NN2C1N=CC=C2C(=O)NC2CC(C2)OC(F)(F)F)CO